1-(9Z-tetradecenoyl)-2-(11Z,14Z-eicosadienoyl)-glycero-3-phospho-(1'-sn-glycerol) CCCCC/C=C\C/C=C\CCCCCCCCCC(=O)O[C@H](COC(=O)CCCCCCC/C=C\CCCC)COP(=O)(O)OC[C@H](CO)O